(3-methoxy-4-((6-methoxypyridin-3-yl)methoxy)phenyl)methylamine COC=1C=C(C=CC1OCC=1C=NC(=CC1)OC)CN